7-((1S,2S)-2-(6-(2,4-dimethoxypyrimidin-5-yl)imidazo[1,2-b]pyridazin-8-yl)cyclopropyl)-1-(2,2,2-trifluoroethyl)quinolin-2(1H)-one COC1=NC=C(C(=N1)OC)C=1C=C(C=2N(N1)C=CN2)[C@@H]2[C@H](C2)C2=CC=C1C=CC(N(C1=C2)CC(F)(F)F)=O